FC1=C(C=CC(=C1)OC)NC(=O)C1CCC(CC1)N1C(C2=CC=CC(=C2C1)C)=O (1s,4s)-N-(2-Fluoro-4-methoxyphenyl)-4-(4-methyl-1-oxoisoindolin-2-yl)cyclohexanecarboxamide